BrC=1C=2C(N=C3N(C2C=CC1)C1=CC(=CC=C1C31CCCCC1)C1CCN(CC1)CC1CN(CC1)C=1C=C3C(N(C(C3=CC1)=O)C1C(NC(CC1)=O)=O)=O)=O 5-(3-((4-(4'-bromo-5'-oxo-5'H-spiro[cyclohexane-1,7'-indolo[1,2-a]quinazolin]-10'-yl)piperidin-1-yl)methyl)pyrrolidin-1-yl)-2-(2,6-dioxopiperidin-3-yl)isoindoline-1,3-dione